NC1=C(C(N(C=2N=C(N=CC21)NCC(F)(F)F)C2=CC=C(C=C2)Cl)=O)C(=O)OC methyl 5-amino-8-(4-chlorophenyl)-7-oxo-2-((2,2,2-trifluoroethyl)amino)-7H,8H-pyrido[2,3-d]pyrimidine-6-carboxylate